1-((trans)-4-(4-fluorophenyl)-1-(2,2,2-trifluoroethyl)pyrrolidin-3-yl)-3-(2-phenyl-2,4,5,6-tetrahydrocyclopenta[c]pyrazol-3-yl)urea FC1=CC=C(C=C1)[C@H]1[C@@H](CN(C1)CC(F)(F)F)NC(=O)NC1=C2C(=NN1C1=CC=CC=C1)CCC2